Tert-Butyl (R)-7-((S)-2-(benzyloxy)-1-cyclopentyl-2-oxoethyl)-6-oxo-2,7-diazaspiro[4.4]nonane-2-carboxylate C(C1=CC=CC=C1)OC([C@H](C1CCCC1)N1C([C@@]2(CCN(C2)C(=O)OC(C)(C)C)CC1)=O)=O